4-(4-cyano-2-(pyrimidin-2-ylamino)phenyl)piperazine-1-carboxylic acid tert-butyl ester C(C)(C)(C)OC(=O)N1CCN(CC1)C1=C(C=C(C=C1)C#N)NC1=NC=CC=N1